CN1CCC(CC1)CN1N=CC(=C1)C1=NC2=CC=CC=C2N=C1 2-(1-((1-methylpiperidin-4-yl)methyl)-1H-pyrazol-4-yl)quinoxaline